N(=[N+]=[N-])C(=C)C1=CC(=CC=C1)F 1-(1-azidovinyl)-3-fluorobenzene